1-[2-(4-fluorophenyl)-1,3-dioxolan-2-yl]-3-(5-methyl-1,3,4-oxadiazol-2-yl)propan-2-imine FC1=CC=C(C=C1)C1(OCCO1)CC(CC=1OC(=NN1)C)=N